trans-3,4,5-trifluorocinnamic acid FC=1C=C(/C=C/C(=O)O)C=C(C1F)F